ClC1=C(C=CC(=C1)Cl)C=1CCCC2=C(C1C1=CC=C(C=C1)O[C@@H]1CN(CC1)CCCF)C=CC(=C2)C(=O)O (S)-8-(2,4-dichlorophenyl)-9-(4-((1-(3-fluoropropyl)-pyrrolidin-3-yl)oxy)phenyl)-6,7-dihydro-5H-benzo[7]annulene-3-carboxylic acid